(dimethylamino)-N-(3-fluoro-5-methyl-4-(3-(1-methyl-1H-pyrazol-4-yl)-1H-pyrazolo[3,4-c]pyridin-5-yl)phenyl)acetamide CN(C)CC(=O)NC1=CC(=C(C(=C1)C)C=1C=C2C(=CN1)NN=C2C=2C=NN(C2)C)F